FC=1C=CC(=C(C(=O)N(C(C)C)C(C)C)C1)OC=1C(=NC=NC1)N1CC2(C1)CCN(CC2)C(=O)[C@H]2N[C@@H]1CC([C@H]2CC1)=C 5-fluoro-2-[(4-{7-[(1S,3S,4R)-5-methylidene-2-azabicyclo[2.2.2]octane-3-carbonyl]-2,7-diazaspiro[3.5]nonan-2-yl}pyrimidin-5-yl)oxy]-N,N-di(propan-2-yl)benzamide